(R)-2-((1-(4-propionamidobenzoyl)pyrrolidin-3-yl)amino)quinazoline-7-carboxylic acid C(CC)(=O)NC1=CC=C(C(=O)N2C[C@@H](CC2)NC2=NC3=CC(=CC=C3C=N2)C(=O)O)C=C1